N-methyl-3-(1-methyl-1H-pyrazol-4-yl)-5-((2'-methyl-[3,4'-bipyridin]-2-yl)oxy)benzamide CNC(C1=CC(=CC(=C1)OC1=NC=CC=C1C1=CC(=NC=C1)C)C=1C=NN(C1)C)=O